tert-butyl 4-(3-fluoro-4-nitrophenyl)piperazine-1-carboxylate FC=1C=C(C=CC1[N+](=O)[O-])N1CCN(CC1)C(=O)OC(C)(C)C